ClC1=C(C=CC=C1F)C1=CN(C(N(C1=O)CCNC(C)=O)=O)CC(N1CCC(CC1)N1C(NC2=C(CC1)C=CC=C2)=O)=O N-[2-(5-(2-chloro-3-fluoro-phenyl)-2,6-dioxo-3-{2-oxo-2-[4-(2-oxo-1,2,4,5-tetrahydro-benzo[d][1,3]diazepin-3-yl)-piperidin-1-yl]-ethyl}-3,6-dihydro-2H-pyrimidin-1-yl)-ethyl]-acetamide